6-phenylnaphthalen C1(=CC=CC=C1)C=1C=C2C=CC=CC2=CC1